N(=[N+]=[N-])CCCNOC N-(3-azidopropyl)-O-methylhydroxylamine